C1CNCC23CC4(C(C5C12C=1C(O5)CC=CC1C3)=O)CC4 hexahydrospiro[cyclopropane-1,6'-[4a,12]methanobenzofuro[3,2-e]isoquinoline]-7'(7a'H)-one